Propoxypropylmethacrylat C(CC)OCCCOC(C(=C)C)=O